CC1=CC=C(S1)N1CC(C1)C(=O)N (5-methylthiophen-2-yl)azetidine-3-carboxamide